6-(5-isopropyl-2-methoxyphenyl)-1-(tetrahydro-2H-pyran-3-yl)-1H-imidazo[4,5-b]pyrazin C(C)(C)C=1C=CC(=C(C1)C1=CN=C2C(=N1)N(C=N2)C2COCCC2)OC